(pyridin-4-yl)triphenylphosphonium triflate [O-]S(=O)(=O)C(F)(F)F.N1=CC=C(C=C1)[P+](C1=CC=CC=C1)(C1=CC=CC=C1)C1=CC=CC=C1